1,2-dioleyloxy-3-aminopentane C(CCCCCCC\C=C/CCCCCCCC)OCC(C(CC)N)OCCCCCCCC\C=C/CCCCCCCC